ethyl 1-[(1R)-1-cyclobutylethyl]-1H-imidazole-4-carboxylate C1(CCC1)[C@@H](C)N1C=NC(=C1)C(=O)OCC